(1R,5S)-5-(carboxymethyl)cyclopent-2-ene-1,2-dicarboxylic acid C(=O)(O)C[C@@H]1CC=C([C@@H]1C(=O)O)C(=O)O